[O-]P([O-])(=O)OP(=O)([O-])OP(=O)([O-])[O-] 5z-triphosphate